The molecule is a tetracarboxylic acid that is chiral and consists of EDTA having a 4-[N'-(2-hydroxyethyl)thioureido]benzyl substituent at the 2-position. It has a role as an epitope. It is a tetracarboxylic acid and a member of thioureas. C1=CC(=CC=C1C[C@@H](CN(CC(=O)O)CC(=O)O)N(CC(=O)O)CC(=O)O)NC(=S)NCCO